ethyl 3-((3R,4S)-4-(hydroxymethyl)pyrrolidin-3-yl)-4-methylbenzoate OC[C@H]1[C@@H](CNC1)C=1C=C(C(=O)OCC)C=CC1C